3-amino-N-[(3R)-7-[(4R,5R)-4-amino-1-oxa-7-azaspiro[4.4]nonan-7-yl]-3,4-dihydro-2H-1-benzopyran-3-yl]-6-methylthieno[2,3-b]pyridine-2-carboxamide NC1=C(SC2=NC(=CC=C21)C)C(=O)N[C@H]2COC1=C(C2)C=CC(=C1)N1C[C@@]2([C@@H](CCO2)N)CC1